(R)-2-((6-bromo-4-quinazolinyl)amino)-3-(methylselenyl)-1-(1-piperidinyl)propan-1-one BrC=1C=C2C(=NC=NC2=CC1)N[C@H](C(=O)N1CCCCC1)C[Se]C